N\C(=N/C(=N/S(=O)(=O)C1=CC=C(C=C1)C(F)(F)F)/N1N=C(C(CC1)C1=CC=CC=C1)C1=CC=C(C=C1)F)\C1=C(C=C(C=C1)F)F (Z)-N-((Z)-amino(2,4-difluorophenyl)methylene)-3-(4-fluorophenyl)-4-phenyl-N'-((4-(trifluoromethyl)phenyl)sulfonyl)-5,6-dihydropyridazine-1(4H)-carboximidamide